C(C)(C)(C)OC(=O)N1N=C(C=C1C)B(O)O (1-(tert-butoxycarbonyl)-5-methyl-1H-pyrazol-3-yl)boronic acid